(benzene) iridium (II) chloride [Ir](Cl)Cl.C1=CC=CC=C1